COCOC=CCCCCCCCCCCCC tetradecenyl methoxymethyl ether